N,N-diethyl-carboxamide C(C)N(C=O)CC